ClC=1C(=C(C=CC1)CCC(C)=O)F 4-(3-chloro-2-fluorophenyl)butan-2-one